C(=C)(C)CC(C)(C)C Isooctene